CC(C)C(C(=O)N)C propan-2-yl-propanamide